(3R)-3-(4-chlorophenyl)-2-[(4-chlorophenyl)methyl]-6-[1-(dimethylamino)-2-hydroxypropan-2-yl]-3-{[1-(hydroxymethyl)cyclopropyl]methoxy}-2,3-dihydro-1H-isoindol-1-one ClC1=CC=C(C=C1)[C@@]1(N(C(C2=CC(=CC=C12)C(CN(C)C)(C)O)=O)CC1=CC=C(C=C1)Cl)OCC1(CC1)CO